5-(5-fluoro-1H-pyrazol-4-yl)-2-(6-{[(3S,4R)-3-fluoro-2,2,6,6-tetramethylpiperidin-4-yl]oxy}pyridazin-3-yl)pyridin-3-ol FC1=C(C=NN1)C=1C=C(C(=NC1)C=1N=NC(=CC1)O[C@H]1[C@H](C(NC(C1)(C)C)(C)C)F)O